2-(2-chloro-8-methyl-6-morpholino-9H-purin-9-yl)ethan-1-ol ClC1=NC(=C2N=C(N(C2=N1)CCO)C)N1CCOCC1